C(CCCCCCCCCCCCCCCCC)OP(=O)(O)O.OC1=C(C=CC=C1)NC(C(=C)C)=O N-(2-hydroxyphenyl)methacrylamide monostearyl-phosphate